C(C)(=O)O.[N+](=O)([O-])C1=C(C=CC=C1)N1C(=CC=C1)/C=C/C=NN\C(=N\[H])\N E-N-[trans-3-{1-(2-nitrophenyl)-1H-pyrrol-2-yl}-allylideneamino]guanidine acetate